BrC1=NN(C(=N1)CC)C1=CC=C(C=N1)C#N 6-(3-bromo-5-ethyl-1,2,4-triazol-1-yl)pyridine-3-carbonitrile